C(CC(O)(C(=O)O)CC(=O)O)(=O)O.C[C@H]1[C@H](CN(CC1)C(CC#N)=O)N(C=1C2=C(N=CN1)NC=C2)C (3R,4R)-4-methyl-3-(methyl-7H-pyrrolo[2,3-d]pyrimidin-4-ylamino)-β-oxo-1-piperidinepropanenitrile, citrate salt